propyl-pseudouridine C(CC)[C@@]1([C@H](O)[C@H](O)[C@@H](CO)O1)C1=CNC(=O)NC1=O